BrC1=C(C(=C2C(=NC(=NC2=C1F)OC[C@]12CCCN2C[C@@H](C1)F)N1CC2CCC(C1)N2C(=O)OC(C)(C)C)OC)Cl tert-butyl 3-(7-bromo-6-chloro-8-fluoro-2-(((2R,7aS)-2-fluorotetrahydro-1H-pyrrolizin-7a(5H)-yl) methoxy)-5-methoxyquinazolin-4-yl)-3,8-diazabicyclo[3.2.1]octane-8-carboxylate